N1NC(C2C1=CC=C2)C(=O)N tetrahydrocyclopenta[c]pyrazole-3-carboxamide